BrC=1C(=NC(=CC1)Cl)C(=O)O 3-bromo-6-chloropicolinic acid